N1C=C(C2=CC=CC=C12)C1N(CC2=CC(=CC=C12)C1=CC=CC=C1)C(=O)N (1H-indol-3-yl)-5-phenyl-isoindoline-2-carboxamide